FC1=C(C(=O)NC=2C=CC=3N(C2)C=C(N3)[C@@H]3N(CCC3)C)C=CC(=C1)C1=CN=C(S1)C |o1:15| rel-2-fluoro-4-(2-methyl-1,3-thiazol-5-yl)-N-{2-[(2R)-1-methylpyrrolidin-2-yl]imidazo[1,2-a]pyridin-6-yl}benzamide